tert-butyl 3-(2-((5-chloro-6-(difluoromethyl)pyridin-2-yl)amino)thiazol-4-yl)-4-methylpiperazine-1-carboxylate ClC=1C=CC(=NC1C(F)F)NC=1SC=C(N1)C1CN(CCN1C)C(=O)OC(C)(C)C